1-[5-chloro-2-(2-hydroxyethyl)phenyl]-3-[3-(2-aminoethylamino)-5-trifluoromethoxyphenyl]urea ClC=1C=CC(=C(C1)NC(=O)NC1=CC(=CC(=C1)OC(F)(F)F)NCCN)CCO